3-cyclopropyl-2-(1H-imidazo[4,5-c]pyridin-1-yl)-3H-imidazo[4,5-b]pyridin-5-carbonitrile C1(CC1)N1C(=NC=2C1=NC(=CC2)C#N)N2C=NC=1C=NC=CC12